BrC1=C(OC2=C1N=C(N=C2SC)Cl)C([C@H](C)NC(OC(C)(C)C)=O)O tert-butyl N-[(2S)-1-[7-bromo-2-chloro-4-(methylsulfanyl)furo[3,2-d]pyrimidin-6-yl]-1-hydroxypropan-2-yl]carbamate